P(=O)(OC(C)(C)C)(OC(C)(C)C)OC1=C(C(=CC(=C1)C=O)C=O)C(C)(CCO[Si](C)(C)C(C)(C)C)C di-tert-butyl (2-(4-((tert-butyldimethylsilyl)oxy)-2-methylbutan-2-yl)-3,5-diformylphenyl) phosphate